N-(2-(4-(difluoromethylene)piperidin-1-yl)-4-((2-((tetrahydro-2H-pyran-2-yl)oxy)ethyl)sulfonamido)phenyl)-7-(4,4-difluoropiperidin-1-yl)furo[2,3-c]pyridine-5-carboxamide FC(=C1CCN(CC1)C1=C(C=CC(=C1)NS(=O)(=O)CCOC1OCCCC1)NC(=O)C=1C=C2C(=C(N1)N1CCC(CC1)(F)F)OC=C2)F